1-indolizinecarboxamide C=1(C=CN2C=CC=CC12)C(=O)N